FC1(C2CNCC12)F 6,6-difluoro-3-azabicyclo-[3.1.0]hexan